NC1=NC(=NC=C1OC(F)F)C=1C=C2C=CN(C(C2=CC1F)=O)CCC[C@H](C)NC=1C=NNC(C1C(F)(F)F)=O (S)-6-(4-amino-5-(difluoromethoxy)pyrimidin-2-yl)-7-fluoro-2-(4-((6-oxo-5-(trifluoromethyl)-1,6-dihydropyridazin-4-yl)amino)pentyl)isoquinolin-1(2H)-one